C(C1=CC=CC=C1)OC(=O)NCC(=O)N1[C@@H](CCC1)C(=O)NC1=CC=C(COC(=O)N2C3=CC=C(C=C3SC=3C=C(C=CC23)N(C)C)N(C)C)C=C1 [4-[N-(benzyloxycarbonyl) glycyl prolylamino] benzyl]-3,7-bis(dimethylamino)-10H-phenothiazine-10-carboxylate